10-methoxy-1,2,4,4a,5,6-hexahydro-3H-benzo[b]pyrazino[1,2-d][1,4]oxazepine-3-carboxylic acid tert-butyl ester C(C)(C)(C)OC(=O)N1CC2N(C3=C(OCC2)C=CC(=C3)OC)CC1